ClC=1C2=C(N=CN1)N(C(=C2C2=CC=C(C=C2)NC(C=C)=O)C2=CC(=C(C=C2)OC2=NC(=CC=C2)C)OC)C.BrC=2C=CC(=NC2)C(=O)O 5-bromopyridine-2-carboxylic acid N-(4-(4-chloro-6-(3-methoxy-4-((6-methylpyridin-2-yl)oxy)phenyl)-7-methyl-7H-pyrrolo[2,3-d]pyrimidin-5-yl)phenyl)acrylamide